C(CCC)[Si](F)(F)F Butyltrifluorosilane